NC1=C(C=C(C=C1)S(=O)(=O)N(COCC[Si](C)(C)C)C)OC 4-amino-3-methoxy-N-methyl-N-{[2-(trimethylsilyl)ethoxy]methyl}benzene-sulfonamide